FC(C=1C(=NC(=NC1)NC=1C(=NN(C1)C1CCNCC1)C)NCCCN1C(OCCC1)=O)F 3-(3-((5-(difluoromethyl)-2-((3-methyl-1-(piperidin-4-yl)-1H-pyrazol-4-yl)amino)pyrimidin-4-yl)amino)propyl)-1,3-oxazinan-2-one